FC=1C=C(C=CC1F)CNC(C1=CC=C(S1)C1=C(C(=NC(=C1C(N)=O)CC(C)C)CCC1=CC=C(C=C1)F)C=1OC(=CN1)C)=O N-(3,4-difluorophenyl)methyl-5-{5-carbamoyl-2-[2-(p-fluorophenyl)ethyl]-6-isobutyl-3-(5-methyl-1,3-oxazol-2-yl)-4-pyridyl}-2-thenamide